Rac-1-(2,5-dichloro-3-pyridyl)ethyl N-[5-[5-(methanesulfonamido)-6-methyl-2-pyridyl]-3-methyl-triazol-4-yl]carbamate CS(=O)(=O)NC=1C=CC(=NC1C)C1=C(N(N=N1)C)NC(O[C@H](C)C=1C(=NC=C(C1)Cl)Cl)=O |r|